N-(1-(4,4-difluorocyclohexyl)-5-methyl-2-oxo-1,2-dihydropyridin-3-yl)-4-iodo-2-(6-azaspiro[2.5]octane-6-yl)-Benzamide FC1(CCC(CC1)N1C(C(=CC(=C1)C)NC(C1=C(C=C(C=C1)I)N1CCC2(CC2)CC1)=O)=O)F